aminopropane-1,3-diol C(CO)C(N)O